CC1(N(CCC1)CCNC(=O)C=1C=C(C(=NC1)C)C=1N2C(SC1C=1C(=NN(C1)C)CO)=C(C=N2)C(=O)N)C (5-((2-(2,2-dimethylpyrrolidin-1-yl)ethyl)carbamoyl)-2-methylpyridin-3-yl)-2-(3-(hydroxymethyl)-1-methyl-1H-pyrazol-4-yl)pyrazolo[5,1-b]thiazole-7-carboxamide